3-(4-(1-amino-2-methyl-1-oxoprop-2-yl)phenyl)propanoic acid methyl ester COC(CCC1=CC=C(C=C1)C(C(=O)N)(C)C)=O